aluminum tris-(methylethylphosphinate) CP([O-])(=O)CC.CP([O-])(=O)CC.CP([O-])(=O)CC.[Al+3]